4-(((2Z)-3-cyclohexyl-5-(4-fluorobenzylidene)-4-oxothiazolidin-2-ylidene)amino)benzenesulphonamide C1(CCCCC1)N1/C(/SC(C1=O)=CC1=CC=C(C=C1)F)=N/C1=CC=C(C=C1)S(=O)(=O)N